7-((6-aminopyridin-2-yl)oxy)-3-(2-fluorobenzyl)-5-methyl-3,5-dihydro-4H-pyridazino[4,5-b]indol-4-one NC1=CC=CC(=N1)OC=1C=CC=2C3=C(N(C2C1)C)C(N(N=C3)CC3=C(C=CC=C3)F)=O